N-(6-amino-5-methyl-3-pyridyl)-2-[(2S,5R)-5-methyl-2-(1,2,3,4-tetrahydroquinolin-6-yl)-1-piperidyl]-2-oxo-acetamide NC1=C(C=C(C=N1)NC(C(=O)N1[C@@H](CC[C@H](C1)C)C=1C=C2CCCNC2=CC1)=O)C